O1CC(C1)NC(=O)C1=NC=CC=C1 N-(oxetan-3-yl)pyridine-2-carboxamide